methyl 2-(5-bromo-4-methoxypyrimidin-2-yl)acetate BrC=1C(=NC(=NC1)CC(=O)OC)OC